OCCOCCN1CCOCC1 4-[2-(2-hydroxyethoxy)ethyl]morpholine